8-[(2-hydroxybenzoyl)amino]octanoic acid OC1=C(C(=O)NCCCCCCCC(=O)O)C=CC=C1